C1-(benzenesulfonyl)-6-methoxy-indole C1(=CC=CC=C1)S(=O)(=O)COC1=CC=C2C=CNC2=C1